C1(=C(C=CC=C1)CS(=O)(=O)C1=CC=C(C=C1)SC1=NC(=C(C(=N1)NC1=NNC(=C1)C)OC)N1CCN(CC1)CCN(C)C)C1=CC=CC=C1 2-((4-(([1,1'-biphenyl]-2-ylmethyl)sulfonyl)phenyl)thio)-6-(4-(2-(dimethylamino)ethyl)piperazin-1-yl)-5-methoxy-N-(5-methyl-1H-pyrazol-3-yl)pyrimidin-4-amine